C(C)(C)(C)OC(NCCCNC(=O)C=1C=C2C(=NNC2=CC1)C1=NC2=C(N1)C=CC=C2)=O tert-butyl(3-(3-(1H-benzo[d]imidazol-2-yl)-1H-indazole-5-carboxamido)propyl)carbamate